C(C)(C)(C)OC(=O)N[C@@H](C(=O)OC)C1CC1 methyl (R)-2-((tert-butoxycarbonyl) amino)-2-cyclopropylacetate